C1(CCCCC1)NC(=O)C=1C=CC(=NC1SCCC)N1C[C@@H](CCC1)CC(=O)O (S)-2-(1-(5-(cyclohexylcarbamoyl)-6-(propylsulfanyl)pyridin-2-yl)piperidin-3-yl)acetic acid